CC1=C(C(=CC=C1)C)C1=C(N=CC(=N1)NS(=O)(=O)C=1C(=NN(C1)C)C)C1=CC(=CC=C1)[C@H]1C[C@H](CC1)OC(F)(F)F N-(6-(2,6-dimethylphenyl)-5-(3-((1R,3S)-3-(trifluoromethoxy)cyclopentyl)phenyl)pyrazin-2-yl)-1,3-dimethyl-1H-pyrazole-4-sulfonamide